Methyl 3-(2-chloro-6-fluorophenyl)-5-(1-(3-hydroxy-3-methylbutyl-1,1-d2)-5-(tri-fluoromethyl)-1H-pyrazol-4-yl)isoxazole-4-carboxylate ClC1=C(C(=CC=C1)F)C1=NOC(=C1C(=O)OC)C=1C=NN(C1C(F)(F)F)C(CC(C)(C)O)([2H])[2H]